C(CC(C)C)(=O)OC1[C@H](OC(CC(C)C)=O)[C@@H](OC(CC(C)C)=O)[C@H](O[C@H]2[C@H](OC(CC(C)C)=O)[C@@H](OC(CC(C)C)=O)[C@@H](OC(CC(C)C)=O)[C@H](O2)COC(CC(C)C)=O)[C@H](O1)COC(CC(C)C)=O Lactose octaisovalerate